O1C=NC(=C1)CC1=CN=C2N1C=C(C=C2)C(=O)O 3-(oxazol-4-ylmethyl)imidazo[1,2-a]pyridine-6-carboxylic acid